ClC=1C=CC(=C(C1)[C@H]1C[C@H](C1)NC(=O)C=1N=NN(C1)[C@H](CO)C=1C=NC(=CC1)N1C([C@@H]2C[C@@H]2C1)=O)C#N N-((cis)-3-(5-chloro-2-cyanophenyl)cyclobutyl)-1-((S)-2-hydroxy-1-(6-((1R,5S)-2-oxo-3-azabicyclo[3.1.0]hexan-3-yl)pyridin-3-yl)ethyl)-1H-1,2,3-triazole-4-carboxamide